C(C)(C)(C)OC(=O)N1CCC(CC1)N1N=C2C=C(C=CC2=C1)C1=CC2=CN(N=C2C(=C1)F)C 4-[6-(7-fluoro-2-methyl-indazol-5-yl)indazol-2-yl]piperidine-1-carboxylic acid tert-butyl ester